C1(CCCCC1)S(=O)(=O)N1[C@@H](CCCC1)C(=O)NCC(C1=CC=CC=C1)=O (S)-1-(Cyclohexylsulfonyl)-N-(2-oxo-2-phenylethyl)piperidine-2-carboxamide